Cl.O1CCC(CC1)CN1CCC(CC1)N 1-((tetrahydro-2H-pyran-4-yl)methyl)piperidin-4-amine hydrochloride